CC1=NN(C(=C1C(F)(F)F)C(=O)NC1=CC(=CC=C1)S(=O)(=O)C)CC1COCC1 3-methyl-N-(3-(methylsulfonyl)phenyl)-1-((tetrahydrofuran-3-yl)methyl)-4-(trifluoromethyl)-1H-pyrazole-5-carboxamide